ClC1=CC=CC(=N1)[C@@H](CC=C)N[S@@](=O)C(C)(C)C (S)-N-[(1R)-1-(6-chloropyridin-2-yl)but-3-en-1-yl]-2-methylpropan-2-sulfinamide